FC(C(=O)O)(F)F.C(C)NC=1C2=C(N=C(N1)NC1=C(C=C(C=C1)S(=O)(=O)N1CCC(CC1)N1CCOCC1)OC)NC=C2 N4-ethyl-N2-(2-methoxy-4-((4-morpholino-piperidin-1-yl)sulfonyl)phenyl)-7H-pyrrolo[2,3-d]pyrimidine-2,4-diamine 2,2,2-trifluoroacetate